N1(CCNCC1)C(=O)C1=CC=C(C=C1)C=1C=NC=C(C(=O)NCCC2=CC=CC=C2)C1 5-(4-(piperazine-1-carbonyl)phenyl)-N-(phenethyl)nicotinamide